FC(C1=CC=C(C=C1)N1C=2N(CC(C1)C=C)N=CC2)(F)F 4-(4-(trifluoromethyl)phenyl)-6-vinyl-4,5,6,7-tetrahydropyrazolo[1,5-a]pyrimidine